Cl.C(#C)C=1C=C(C=CC1)NC1=NC=NC2=CC(=C(C=C12)OCCOC)OCCOC N-(3-ethynylphenyl)-6,7-bis(2-methoxyethoxy)-quinazoline-4-amine hydrochloride